NC1=NC=C(C2=C1C(=NN2[C@@H]2CN(CC2)C(C=C)=O)C#CC2=CC(=CC(=C2)OC)OC)C2CC2 (S)-1-(3-(4-amino-7-cyclopropyl-3-((3,5-dimethoxyphenyl)ethynyl)-1H-pyrazolo[4,3-c]pyridin-1-yl)pyrrolidin-1-yl)prop-2-en-1-one